N1=CC(=CC=C1)C=NNC1=NC=NC2=C1N=CN=C2NC=2C=C(OCCO)C=CC2 2-(3-((8-(2-(pyridin-3-ylmethylene)hydrazineyl)pyrimido[5,4-d]pyrimidin-4-yl)amino)phenoxy)ethan-1-ol